O1C(=NC2=C1C=CC=C2)C=2N=C(N(C(C2O)=O)C)N2[C@@H](C1=CC(=CC=C1CC2)C(=O)OC)C2=C(C=CC=C2)C#N methyl (1S)-2-[4-(1,3-benzoxazol-2-yl)-5-hydroxy-1-methyl-6-oxopyrimidin-2-yl]-1-(2-cyanophenyl)-3,4-dihydro-1H-isoquinoline-7-carboxylate